6-fluoro-1-[8-(trifluoromethylsulfonyl)-5-isoquinolyl]-1,2,3,4-tetrahydroquinoline-8-carbonitrile FC=1C=C2CCCN(C2=C(C1)C#N)C1=C2C=CN=CC2=C(C=C1)S(=O)(=O)C(F)(F)F